ClC1=CC=2CCN(S(C2C=N1)(=O)=O)[C@H](C(=O)O)C(C)C1=C(C(=CC=C1F)C)C (2S)-2-(6-chloro-1,1-dioxo-3,4-dihydro-2H-pyrido[4,3-e][1,2]thiazin-2-yl)-3-(6-fluoro-2,3-dimethylphenyl)butanoic acid